2-(1H-indole-5-yl)pyrimidine-5-carboxylic acid ethyl ester C(C)OC(=O)C=1C=NC(=NC1)C=1C=C2C=CNC2=CC1